7-chloro-1-methyl-6-((4-(methylamino)pyrazolo[1,5-a]pyrazin-3-yl)oxy)-N-(3-(1-methylpiperidin-4-yl)-5-(trifluoromethyl)phenyl)-1H-imidazo[4,5-b]pyridin-2-amine ClC1=C2C(=NC=C1OC=1C=NN3C1C(=NC=C3)NC)N=C(N2C)NC2=CC(=CC(=C2)C(F)(F)F)C2CCN(CC2)C